Benzyl 5-(benzyloxy)-2,4-difluorobenzoate C(C1=CC=CC=C1)OC=1C(=CC(=C(C(=O)OCC2=CC=CC=C2)C1)F)F